3-fluoro-8-azaspiro[4.5]decane-8-carboxylate FC1CCC2(C1)CCN(CC2)C(=O)[O-]